2,5-dimethyl-2,5-di(tertbutylperoxy)hex-3-yne CC(C)(C#CC(C)(OOC(C)(C)C)C)OOC(C)(C)C